1-(3-fluoropyridin-2-yl)ethane FC=1C(=NC=CC1)CC